CN1C(N(CC1)C)=NCCC[Si](OC)(OC)OC N-(1,3-dimethyl-2-imidazolidinylidene)-3-(trimethoxysilyl)-1-propanamine